BrC1=CC(=C2C=C(C(=CN2C1=O)F)C1=NN(C(=N1)C(C)(C)O)C)C(C)C 3-bromo-7-fluoro-8-(5-(2-hydroxypropan-2-yl)-1-methyl-1H-1,2,4-triazol-3-yl)-1-isopropyl-4H-quinolizin-4-one